FC=1C=C2C(C=C(N3C2=C(C1NC(OC(C)(C)C)=O)CCC3)CO)=C=O tert-butyl (9-fluoro-3-(hydroxymethyl)-1-carbonyl-6,7-dihydro-1H,5H-pyrido[3,2,1-ij]quinolin-8-yl)carbamate